bromo-2,6-dimethoxy-1,1'-biphenyl BrC=1C(=C(C(=CC1)OC)C1=CC=CC=C1)OC